C[C@](N)(CC(=O)O)C(=O)O α-methyl-L-aspartic acid